C(C(=C)C)(=O)OCCC[N+](C)(C)CC1=CC=CC=C1 [3-(methacryloyloxy)propyl]benzyldimethylammonium